trimethyl-1,3-propanediamine CC(C(N)(C)C)CN